3-(2-Isopropylphenyl)-2-({4-[1-methyl-5-(tetrahydro-2H-pyran-4-yloxy)-1H-1,2,4-triazol-3-yl]benzyliden}hydrazono)-1,3-thiazolidin-4-on C(C)(C)C1=C(C=CC=C1)N1C(SCC1=O)=NN=CC1=CC=C(C=C1)C1=NN(C(=N1)OC1CCOCC1)C